2-((1H-Pyrazol-4-yl)methyl)-6-fluoropyridine Hydrochloride Cl.N1N=CC(=C1)CC1=NC(=CC=C1)F